CC=1C(C(N(N1)C1=CC=CC=C1)=O)N=NC1=CC=CC=C1 5-Methyl-2-phenyl-4-phenylazo-4H-pyrazol-3-on